sodium erythronic acid O=C([C@H](O)[C@H](O)CO)O.[Na]